4-(7-((2,6-diethoxy-4'-fluoro-[1,1'-biphenyl]-4-yl)methyl)-2,7-diazaspiro[3.5]nonan-2-yl)benzoic acid, trifluoroacetate salt FC(C(=O)O)(F)F.C(C)OC1=C(C(=CC(=C1)CN1CCC2(CN(C2)C2=CC=C(C(=O)O)C=C2)CC1)OCC)C1=CC=C(C=C1)F